((1R,2R)-2-aminocyclobutyl)methyl (S)-1-(4-fluorophenyl)-3,4-dihydroisoquinoline-2(1H)-carboxylate FC1=CC=C(C=C1)[C@@H]1N(CCC2=CC=CC=C12)C(=O)OC[C@H]1[C@@H](CC1)N